C(C)(=O)OOC1=C(C(=CC=C1)CC[N+](=O)[O-])OC1=C(C=C(C(=C1)N1C(N(C(=CC1=O)C(F)(F)F)C)=O)F)Cl 2-Nitroethyl-(2-{2-chloro-4-fluoro-5-[3-methyl-2,6-dioxo-4-(trifluoromethyl)-3,6-dihydropyrimidine-1(2H)-yl]phenoxy}phenoxy) acetate